CC1=NN(C(=O)NC1=O)[C@H]2C[C@@H]([C@H](O2)CO)O The molecule is a N-glycosyl-1,2,4-triazine that is the 6-aza analogue of thymidine. It has a role as an antiviral agent and a Mycoplasma genitalium metabolite. It is a N-glycosyl-1,2,4-triazine and a nucleoside analogue. It derives from a 6-azathymine.